1-[3-acetyl-6-[6-[[6-[(3,3-difluoroazetidin-1-yl)methyl]pyridazin-3-yl]amino]pyrazolo[1,5-a]pyridin-3-yl]pyridin-2-yl]-5-methylpyrazole-3-carbonitrile C(C)(=O)C=1C(=NC(=CC1)C=1C=NN2C1C=CC(=C2)NC=2N=NC(=CC2)CN2CC(C2)(F)F)N2N=C(C=C2C)C#N